[N+](=O)([O-])[O-].[Na+].NC(C[C@@](C)(C1CC1)NC(C1=CC(=C(C=C1)C1CC1)OC(C)C)=O)=O N-[(2S)-4-amino-2-cyclopropyl-4-oxobutan-2-yl]-4-cyclopropyl-3-[(propan-2-yl)oxy]benzamide Sodium nitrat